C(CCCCCCCCC\C=C\CCCCCCCCCC)(=O)N (E)-Docos-11-enamide